BrC1=NNC2=C(N=NC(=C21)OC)C 3-bromo-4-methoxy-7-methyl-1H-pyrazolo[3,4-d]pyridazine